C1(CC1)CS(=O)(=O)NC1=CC(=C(C=C1)C=1OC(=NN1)C1=NC(=NC(=C1)C)N1CCC(CC1)(F)F)N1CCC2(CC2)CC1 1-Cyclopropyl-N-(4-(5-(2-(4,4-difluoropiperidin-1-yl)-6-methylpyrimidin-4-yl)-1,3,4-oxadiazol-2-yl)-3-(6-azaspiro[2.5]octan-6-yl)phenyl)methanesulfonamide